[Si](C1=CC=CC=C1)(C1=CC=CC=C1)(C(C)(C)C)OC[C@@H]1CO[C@@H](CN1C(=O)OC(C)(C)C)C(NC(C)(C)C1=CC=CC2=CC=CC=C12)=O tert-butyl (2S,5S)-5-(((tert-butyldiphenylsilyl)oxy)methyl)-2-((2-(naphthalen-1-yl)propan-2-yl)carbamoyl)morpholine-4-carboxylate